NN1C(=C(C(=C1)C1=NN(C=C1)CC(F)(F)F)C)C(=O)OCC Ethyl 1-amino-3-methyl-4-(1-(2,2,2-trifluoroethyl)-1H-pyrazol-3-yl)-1H-pyrrole-2-carboxylate